CN1C(CCCC1=O)=O 1-methylpiperidine-2,6-dione